C1(=CC=C(C=C1)S(=O)(=O)C(CC)NC(OC(C)(C)C)=O)C tert-butyl N-[1-(p-tolylsulfonyl)propyl]carbamate